triphenylacetyl-triaminotriphenylbenzene C1(=CC=CC=C1)C(C(=O)C1=C(C=CC=C1)C1=C(C(=C(C(=C1N)N)N)C1=CC=CC=C1)C1=CC=CC=C1)(C1=CC=CC=C1)C1=CC=CC=C1